(R)-5-bromo-N-(8,9-difluoro-6-oxo-1,4,5,6-tetrahydro-2H-pyrano[3,4-c]isoquinolin-1-yl)-N-methyl-1H-pyrrolo[2,3-c]pyridine-2-carboxamide BrC=1C=C2C(=CN1)NC(=C2)C(=O)N(C)[C@H]2COCC=1NC(C=3C=C(C(=CC3C12)F)F)=O